4-methoxybenzyl (4-((3-(methylsulfonyl)azetidin-1-yl)methyl)phenyl)carbamate CS(=O)(=O)C1CN(C1)CC1=CC=C(C=C1)NC(OCC1=CC=C(C=C1)OC)=O